tributylhexadecylphosphonium butanesulfonate C(CCC)S(=O)(=O)[O-].C(CCC)[P+](CCCCCCCCCCCCCCCC)(CCCC)CCCC